[SiH2]([SiH3])C([SiH2][SiH3])P bis(disilanyl)methylphosphine